N[Si](OC)(CC(CCCC)CCCN)N amino-3-propyl-2-(aminopropyl)-amino-propyl-methoxysilane